2-oxo-2,3-dihydro-5-indolcarbamate O=C1NC2=CC=C(C=C2C1)NC(=O)[O-]